COC1=CC=C(C=C1)CNC=1N=NC(=CC1C(=O)OCC)C Ethyl 3-[(4-methoxyphenyl)methylamino]-6-methyl-pyridazine-4-carboxylate